(±)-4,5-dichloro-N-[3-[2-cyano-4-(2-diazoacetyl)phenyl]tetrahydrofuran-3-yl]-1-methyl-indole-2-carboxamide ClC1=C2C=C(N(C2=CC=C1Cl)C)C(=O)N[C@@]1(COCC1)C1=C(C=C(C=C1)C(C=[N+]=[N-])=O)C#N |r|